(4-ACETYLANILINO)ACETIC ACID C(C)(=O)C1=CC=C(NCC(=O)O)C=C1